C(#N)C1=NN(C2=CC(=CC=C12)\C=C(\C(=O)OC)/F)C1OCCCC1 methyl (2Z)-3-[3-cyano-1-(oxan-2-yl)indazol-6-yl]-2-fluoroprop-2-enoate